N[C@@H](C(O)=O)CCCCCCCC (R)-2-Aminocapric acid